N-((1S,4S,5S)-2-(5-(6-(3-cyanopyrrolo[1,2-b]pyridazin-7-yl)-4-(isopropylamino)pyridin-3-yl)-1,3,4-thiadiazol-2-yl)-2-azabicyclo[2.2.1]heptan-5-yl)acetamide C(#N)C1=CC=2N(N=C1)C(=CC2)C2=CC(=C(C=N2)C2=NN=C(S2)N2[C@@H]1C[C@@H]([C@H](C2)C1)NC(C)=O)NC(C)C